C1(CC1)CN1C(C2(C3=CC=CC=C13)CCC(C(C2)(C)C)=O)=O 1'-(cyclopropylmethyl)-5,5-dimethyl-2',4-dioxospiro[cyclohexane-1,3'-indolin]